ClC1=NC(=CC=C1CNC(C1=CN=C(C(=C1)C)N1CC=2C=C(C=NC2CC1)C=1C(=NN(C1)C)C)=O)Cl N-((2,6-dichloropyridin-3-yl)methyl)-6-(3-(1,3-dimethyl-1H-pyrazol-4-yl)-7,8-dihydro-1,6-naphthyridin-6(5H)-yl)-5-methylnicotinamide